(R)-2-((4-(hydroxyimino)-1-oxo-1,4-dihydronaphthalen-2-yl)amino)-3-phenyl-N-(3-bromo-4-fluorophenyl)-propionamide ON=C1C=C(C(C2=CC=CC=C12)=O)N[C@@H](C(=O)NC1=CC(=C(C=C1)F)Br)CC1=CC=CC=C1